1,3,5-trisbromomethylbenzene BrCC1=CC(=CC(=C1)CBr)CBr